NC1=CC2=CC3=CC4=CC5=CC=CC=C5C=C4C=C3C=C2C=C1N 2,3-diaminopentacene